FC1=C(C(=CC=C1C=1C=NN(C1)C(C(F)F)(F)F)O)N1CC(NS1(=O)=O)=O 5-(2-fluoro-6-hydroxy-3-(1-(1,1,2,2-tetrafluoroethyl)-1H-pyrazol-4-yl)phenyl)-1,2,5-thiadiazolidin-3-one 1,1-dioxide